N-(2-(2-fluoro-6-methoxyphenyl)pyrimidin-4-yl)-4-(2-methyl-2,8-diazaspiro[4.5]decan-8-yl)-6'-morpholino-[3,3'-bipyridin]-6-amine FC1=C(C(=CC=C1)OC)C1=NC=CC(=N1)NC1=CC(=C(C=N1)C=1C=NC(=CC1)N1CCOCC1)N1CCC2(CCN(C2)C)CC1